4-amino-N'-(cyclopropylmethyl)-7-fluoro-N',1-dimethyl-N-((5-(trifluoromethyl)pyridin-2-yl)methyl)-1H-pyrazolo[4,3-c]quinoline-8-carbohydrazide NC1=NC=2C=C(C(=CC2C2=C1C=NN2C)C(=O)N(N(C)CC2CC2)CC2=NC=C(C=C2)C(F)(F)F)F